(3R)-3-amino-7-[5-(3-aminooxetan-3-yl)-1,2,4-oxadiazol-3-yl]-1,1-dioxo-5-[[4-[5-(trifluoromethyl)-1,2,4-oxadiazol-3-yl]phenyl]methyl]-2,3-dihydro-1λ6,5-benzothiazepine-4-One N[C@H]1CS(C2=C(N(C1=O)CC1=CC=C(C=C1)C1=NOC(=N1)C(F)(F)F)C=C(C=C2)C2=NOC(=N2)C2(COC2)N)(=O)=O